ClC=1C(=NC=CC1C#CC1=NNC2=C1C=1N(C(=N2)N2CCC3([C@@H]([C@@H](OC3)C)N)CC2)C=CN1)NC1CC1 (3S,4S)-8-(9-((3-chloro-2-(cyclopropylamino)pyridin-4-yl)ethynyl)-7H-imidazo[1,2-c]pyrazolo[4,3-e]pyrimidin-5-yl)-3-methyl-2-oxa-8-azaspiro[4.5]decan-4-amine